2-[[4-[4-methyl-1-piperazinyl]-6-[N-methyl-N-[(3,4,5-trimethoxyphenyl)methyl]amino]-2-pyrimidinyl]amino]-4-methyl-5-thiazolecarboxylic acid, ethyl ester CN1CCN(CC1)C1=NC(=NC(=C1)N(CC1=CC(=C(C(=C1)OC)OC)OC)C)NC=1SC(=C(N1)C)C(=O)OCC